O=C1C(CC2(CC13CC3)OCCO2)C(=O)OC methyl 12-oxo-6,9-dioxadispiro[2.1.45.33]dodecane-11-carboxylate